C(C)OC(=O)C=1N=CSC1N1C[C@@H](CC1)OC1=CC=CC=C1 5-[(3R)-3-phenoxypyrrolidin-1-yl]-1,3-thiazole-4-carboxylic acid ethyl ester